1-amino-4-[4-aminophenylamino]-9,10-dioxo-9,10-dihydro-anthracene-2-sulfonate NC1=C(C=C(C=2C(C3=CC=CC=C3C(C12)=O)=O)NC1=CC=C(C=C1)N)S(=O)(=O)[O-]